(2R,3S)-N-(2-cyclohexyl-4-(4-(trifluoromethyl)phenethyl)phenyl)-2,3-difluoroheptanamide C1(CCCCC1)C1=C(C=CC(=C1)CCC1=CC=C(C=C1)C(F)(F)F)NC([C@H]([C@H](CCCC)F)F)=O